(R)-1-(1-(3,3-dimethylbutyl)piperidin-3-yl)-6-ethyl-5-(8-methoxy-[1,2,4]triazolo[1,5-a]pyridin-6-yl)-1,3-dihydro-2H-benzo[d]imidazol-2-one CC(CCN1C[C@@H](CCC1)N1C(NC2=C1C=C(C(=C2)C=2C=C(C=1N(C2)N=CN1)OC)CC)=O)(C)C